2-tert-butyl-4-(4,4,5,5-tetramethyl-1,3,2-dioxaborolan-2-yl)Phenol C(C)(C)(C)C1=C(C=CC(=C1)B1OC(C(O1)(C)C)(C)C)O